C1=C([C-]=C(C=[N+]1[C@H]2[C@@H]([C@@H]([C@H](O2)COP(=O)([O-])[O-])O)O)C(=O)[S-])C(=[SH+])O.[Ni] The molecule is an organophosphate oxoanion obtained by deprotonation of the phosphate OH groups of Ni(II)-pyridinium-3,5-bisthiocarboxylic acid mononucleotide; major species at pH 7.3. It has a role as a cofactor. It is a conjugate base of a Ni(II)-pyridinium-3,5-bisthiocarboxylic acid mononucleotide.